5-methyl-1H-benzo[d]imidazole-1-carboxylate CC1=CC2=C(N(C=N2)C(=O)[O-])C=C1